2-(6-bromo-4-cyclopropyloxy-1-oxophthalazin-2-yl)-N-[(3R)-piperidin-3-yl]Acetamide hydrochloride Cl.BrC=1C=C2C(=NN(C(C2=CC1)=O)CC(=O)N[C@H]1CNCCC1)OC1CC1